(S)-5-(6-(4-(2-hydroxy-3-phenylpropanoyl)piperazin-1-yl)pyridin-3-yl)-7-(1-methyl-1H-pyrazol-4-yl)imidazo[1,2-a]pyridine-3-carbonitrile O[C@H](C(=O)N1CCN(CC1)C1=CC=C(C=N1)C1=CC(=CC=2N1C(=CN2)C#N)C=2C=NN(C2)C)CC2=CC=CC=C2